rac-trans-dimethylsilyl-(2-methyl-4-phenyl-5-methoxy-6-tert-butyl-5-indenyl)(2-methyl-4-(4-tert-butylphenyl)indenyl)zirconium dichloride [Cl-].[Cl-].C[SiH](C)[Zr+2](C1C(=CC2=C(C=CC=C12)C1=CC=C(C=C1)C(C)(C)C)C)C1(C(=C2C=C(C=C2C=C1C(C)(C)C)C)C1=CC=CC=C1)OC